(3S,3aS,6aR)-2-[(2S)-2-(benzyloxycarbonylamino)-3,3-dimethyl-butanoyl]-3,3a,4,5,6,6a-hexahydro-1H-cyclopenta[c]pyrrole-3-carboxylic acid C(C1=CC=CC=C1)OC(=O)N[C@H](C(=O)N1C[C@H]2[C@@H]([C@H]1C(=O)O)CCC2)C(C)(C)C